5-chloro-7-methyl-1H-pyrrolo[2,3-c]Pyridine ClC=1C=C2C(=C(N1)C)NC=C2